CN(S(=O)(=O)C1=CC=C(C=C1)S(=O)(=O)N(C1=C(C=CC=C1)N1CCCCC1)C)C N1,N1,N4-trimethyl-N4-(2-(piperidin-1-yl)phenyl)benzene-1,4-disulfonamide